4-(2-((8-(tert-butoxycarbonyl)-1,8-diazaspiro[4.5]dec-1-yl)methyl)-5-(trifluoromethyl)phenyl)-2,2-dimethylbut-3-ynoic acid C(C)(C)(C)OC(=O)N1CCC2(CCCN2CC2=C(C=C(C=C2)C(F)(F)F)C#CC(C(=O)O)(C)C)CC1